C(#N)C=1C=CC(=C2CN(C(NC12)=O)C1CCC(CC1)C(=O)NC1=CC(=C(C=C1)C)OC)C (1s,4s)-4-(8-Cyano-5-methyl-2-oxo-1,2-dihydroquinazolin-3(4H)-yl)-N-(3-methoxy-4-methylphenyl)cyclohexanecarboxamide